C(C)(C)N1CCN(CC1)CC1=CC=C(C=C1)C1=CC2=C(C(=N1)C(C)(C)O)C=C(N2C)C2=CC=C(C=C2)S(=O)(=O)C 2-(6-(4-((4-Isopropylpiperazin-1-yl)methyl)phenyl)-1-methyl-2-(4-(methylsulfonyl)phenyl)-1H-pyrrolo[3,2-c]pyridin-4-yl)propan-2-ol